C(#N)C1=C(C=NC=C1)OC[C@@H]1N(CCCC1)C(=O)OC(C)(C)C tert-butyl (2R)-2-[[(4-cyanopyridin-3-yl)oxy]methyl]piperidine-1-carboxylate